The molecule is a member of the class of pyrrolecarboxamides obtained by formal condensation of the carboxy group of 5-[(Z)-(5-chloro-2-oxo-1,2-dihydroindol-3-ylidene)methyl]-2,4-dimethylpyrrole-3-carboxylic acid with the primary amino group of N(1),N(1)-diethylethane-1,2-diamine. It has a role as an EC 2.7.10.1 (receptor protein-tyrosine kinase) inhibitor and an EC 3.1.4.12 (sphingomyelin phosphodiesterase) inhibitor. It is a pyrrolecarboxamide, a member of oxindoles, an organochlorine compound, a tertiary amino compound and an olefinic compound. It derives from a 3-methyleneoxindole. CCN(CC)CCNC(=O)C1=C(NC(=C1C)/C=C\\2/C3=C(C=CC(=C3)Cl)NC2=O)C